diethyl [1-[7-(methylcarbamoyl)-5H-pyrrolo[3,2-d]pyrimidin-4-yl]piperidin-4-yl]-methylphosphonate CNC(=O)C1=CNC2=C1N=CN=C2N2CCC(CC2)CP(OCC)(OCC)=O